N-(6-(3-Azabicyclo[3.1.0]hexan-3-yl)-4-(1-(cyclopropylmethyl)piperidin-4-yl)pyridin-2-yl)-5-cyclopropylpyrazin-2-amine C12CN(CC2C1)C1=CC(=CC(=N1)NC1=NC=C(N=C1)C1CC1)C1CCN(CC1)CC1CC1